NC1=NC(C2N=CN(C2=N1)C1O[C@@H]([C@H](C1)O)C([2H])([2H])O)=S 2-amino-9-((4S,5R)-4-hydroxy-5-(hydroxymethyl-d2)tetrahydrofuran-2-yl)-5,9-dihydro-6H-purine-6-thione